C1(=CC=C(C=C1)C1=CC=C(S1)C1=CC=C(C=C1)N1C(CN(C(C1)C)C1=CC=C(C=C1)C=1SC(=CC1)C1=CC=C(C=C1)C1=CC=CC=C1)C)C1=CC=CC=C1 1,4-bis(4-(5-([1,1'-biphenyl]-4-yl)thiophen-2-yl)phenyl)-2,5-dimethylpiperazine